BrC1=C(C=C(C=C1)OC)NC(C(C)(C)C)=O N-(2-bromo-5-methoxyphenyl)pivalamide